(2-aminoquinolin-8-yl)boric acid NC1=NC2=C(C=CC=C2C=C1)OB(O)O